N-((2,6-dihydroxy-5'-methyl-4-pentyl-1',2',3',4'-tetrahydro-[1,1'-biphenyl]-3-yl)sulfonyl)-3-morpholinopropanamide OC1=C(C(=CC(=C1S(=O)(=O)NC(CCN1CCOCC1)=O)CCCCC)O)C1CCCC(=C1)C